N-(6-(3-chlorobenzyl)pyridazin-3-yl)-1-methyl-6-oxo-1,4,5,6-tetrahydropyridazine-3-carboxamide ClC=1C=C(CC2=CC=C(N=N2)NC(=O)C2=NN(C(CC2)=O)C)C=CC1